C1(CC1)NC1=CN=CC(=N1)C=1C=C2C=C(N=CC2=CC1)NC(C1=CC(=CC=C1)S(=O)(=O)N1CCC(CC1)N(C)C)=O N-(6-(6-(cyclopropylamino)pyrazin-2-yl)isoquinolin-3-yl)-3-((4-(dimethylamino)piperidin-1-yl)sulfonyl)benzamide